4-(Aminomethyl)piperidine-1,4-dicarboxylate NCC1(CCN(CC1)C(=O)[O-])C(=O)[O-]